FC1=C(C=CC=C1)C1=CC(=C2CCNC(C2=C1)=O)C 7-(2-fluorophenyl)-5-methyl-3,4-dihydroisoquinolin-1(2H)-one